tert-butyl (tert-butoxycarbonyl)(7-cyclopropyl-5-(8-(3-(3-(1-(trifluoromethyl)cyclopropyl)isoxazol-5-yl)ureido)isoquinolin-5-yl)-7H-pyrrolo[2,3-d]pyrimidin-4-yl)carbamate C(C)(C)(C)OC(=O)N(C(OC(C)(C)C)=O)C=1C2=C(N=CN1)N(C=C2C2=C1C=CN=CC1=C(C=C2)NC(=O)NC2=CC(=NO2)C2(CC2)C(F)(F)F)C2CC2